FC1=C2C(C=C(NC2=CC(=C1)F)C1=C(C#N)C=CC(=C1)SCC(F)(F)F)=O 5,7-difluoro-4-oxo-1,4-dihydroquinolin-2-yl-4-((2,2,2-trifluoroethyl)thio)benzonitrile